C(#N)C1=CC=2N(C=C1)N=C(C2C2=CC=C(C=C2)F)NC(CC(C)(C)C)=O N-(5-cyano-3-(4-fluorophenyl)pyrazolo[1,5-a]pyridin-2-yl)-3,3-dimethylbutanamide